1-methyl-1-Heptylpyrrolidinium bis(pentafluoroethanesulfonyl)imide [N-](S(=O)(=O)C(F)(F)C(F)(F)F)S(=O)(=O)C(F)(F)C(F)(F)F.C[N+]1(CCCC1)CCCCCCC